(S)-N-((S)-1-(2-chloropyridin-4-yl)ethyl)-2-methylpropane-2-sulfinamide ClC1=NC=CC(=C1)[C@H](C)N[S@@](=O)C(C)(C)C